CS(=O)(=O)[O-].C(CCCCC)[N+]1=C(C=CC=C1)C 1-Hexyl-2-methylpyridinium methanesulfonate